(4-chlorobenzoylaminomethyl)-16-oxo-androst-5-en-3beta-ol acetate C(C)(=O)O[C@@H]1CC2=CC[C@H]3[C@@H]4CC(C[C@@]4(CCNC(C4=CC=C(C=C4)Cl)=O)CC[C@@H]3[C@]2(CC1)C)=O